N2,N4-di-tert-butyl-6-(6-(trifluoromethyl)pyridin-2-yl)-1,3,5-triazine-2,4-diamine C(C)(C)(C)NC1=NC(=NC(=N1)NC(C)(C)C)C1=NC(=CC=C1)C(F)(F)F